N1(CCCCCC1)CC=1N(C=CN1)CC=1C=C(C=CC1C)C(C(C(=O)O)(C)C)C1=C(C2=C(N(N=N2)C)C=C1)C 3-(3-((2-(Azepan-1-ylmethyl)-1H-imidazol-1-yl)methyl)-4-methylphenyl)-3-(1,4-dimethyl-1H-benzo-[d][1,2,3]triazol-5-yl)-2,2-dimethylpropanoic acid